tert-butyl (S)-3-((5-fluoro-2-methyl-4-(N-(thiazol-4-yl)sulfamoyl)phenyl)amino)pyrrolidine-1-carboxylate FC=1C(=CC(=C(C1)N[C@@H]1CN(CC1)C(=O)OC(C)(C)C)C)S(NC=1N=CSC1)(=O)=O